N1C=C(C2=CC=CC=C12)C1CN(C1)C1C(CCC1)OC=1C=C2CN(C(C2=CC1)=O)C1C(NC(CC1)=O)=O 3-(5-((2-(3-(1H-indol-3-yl)azetidin-1-yl)cyclopentyl)oxy)-1-oxoisoindolin-2-yl)piperidine-2,6-dione